(S)-5-((4-(((benzyloxy)carbonyl)amino)-5-methoxy-5-oxopentyl)amino)-2-nitrobenzoic acid methyl ester COC(C1=C(C=CC(=C1)NCCC[C@@H](C(=O)OC)NC(=O)OCC1=CC=CC=C1)[N+](=O)[O-])=O